N-methyl-3-(1-methyl-1H-pyrazol-4-yl)-1-(4-(trifluoromethyl)phenyl)-1H-indole-5-sulfonamide CNS(=O)(=O)C=1C=C2C(=CN(C2=CC1)C1=CC=C(C=C1)C(F)(F)F)C=1C=NN(C1)C